3-[3-(hydroxymethyl)-4-[1-methyl-6-oxo-5-(pyrazin-2-ylamino)-3-pyridyl]-2-pyridyl]-6,7,8,9-tetrahydrobenzothiopheno[2,3-d]pyridazin-4-one OCC=1C(=NC=CC1C1=CN(C(C(=C1)NC1=NC=CN=C1)=O)C)N1N=CC2=C(C1=O)SC1=C2CCCC1